[Si](C)(C)(C(C)(C)C)O[C@@H]1CC(C[C@H](C1)O[Si](C)(C)C(C)(C)C)=C\C=C/1\[C@@H]2CC[C@@H]([C@]2(CCC1)C)[C@@H](CC=O)C (R)-3-((1R,3aS,7aR,E)-4-(2-((3R,5R)-3,5-bis((t-butyldimethylsilyl)oxy)cyclohexylidene)ethylidene)-7a-methyloctahydro-1H-inden-1-yl)butanal